C(#N)/C(/C(=O)N[C@@H]1CN(CC1)C(=O)C=1SC=2N=CC=C3N(C(NC1C23)=O)C2=C(C=C(C=C2)OC2=CC=CC=C2)C)=C\C2CC2 (S,E)-2-Cyano-3-cyclopropyl-N-(1-(5-(2-methyl-4-phenoxyphenyl)-4-oxo-4,5-dihydro-3H-1-thia-3,5,8-triazaacenaphthylene-2-carbonyl)pyrrolidin-3-yl)acrylamide